C[C@@H](CC)N1C=NC(=C1)C(=O)N1C[C@H]2C([C@H]2C1)C1=NOC(C1)(C)C {1-[(2S)-butan-2-yl]-1H-imidazol-4-yl}[(1R,5S,6S)-6-(5,5-dimethyl-4,5-dihydro-1,2-oxazol-3-yl)-3-azabicyclo[3.1.0]hex-3-yl]methanone